phenylcyclononane-3-yl 4-nitrobenzenesulfonate [N+](=O)([O-])C1=CC=C(C=C1)S(=O)(=O)OC1CC(CCCCCC1)C1=CC=CC=C1